C(C)(C)(C)OC(=O)N1C=CC2=CC=CC(=C12)CN(CC(=O)O)C(=O)OCC1C2=CC=CC=C2C=2C=CC=CC12 2-[({1-[(tert-butoxy)carbonyl]-1H-indol-7-yl}methyl)({[(9H-fluoren-9-yl)methoxy]carbonyl})amino]acetic acid